2-(4-benzyl-piperidin-1-yl)ethan-1-amine C(C1=CC=CC=C1)C1CCN(CC1)CCN